9-(4-chloro-2-fluoro-phenyl)-7-[6-[1-(2,2-difluoroethyl)-6-oxo-3-pyridyl]-3,6-dihydro-2H-pyran-4-yl]-2,3-dimethyl-pyrazino[1,2-a]pyrimidin-4-one ClC1=CC(=C(C=C1)C1=NC(=CN2C1=NC(=C(C2=O)C)C)C=2CCOC(C2)C2=CN(C(C=C2)=O)CC(F)F)F